6-(trifluoromethyl)pyridine hydrochloride Cl.FC(C1=CC=CC=N1)(F)F